propylene glycol bis(thioglycolate) C(CS)(=O)OCC(C)OC(CS)=O